benzyl (3-hydroxypropyl)carbamate OCCCNC(OCC1=CC=CC=C1)=O